BrCC(=O)NCC(C1=CC=C(C=C1)F)(F)F 2-bromo-N-(2,2-difluoro-2-(4-fluorophenyl)ethyl)acetamide